(2R,3S)-2-(3-(5,6-dichloro-1H-imidazo[4,5-b]pyridin-1-yl)propyl)piperidin-3-ol dihydrochloride Cl.Cl.ClC1=C(C=C2C(=N1)N=CN2CCC[C@H]2NCCC[C@@H]2O)Cl